5-(2-chloro-5-(isobutyrylaminomethyl)benzoylamino)-1-(2,2,2-trifluoroethyl)-N-(4-(trifluoromethyl)benzyl)-1H-indole-2-carboxamide ClC1=C(C(=O)NC=2C=C3C=C(N(C3=CC2)CC(F)(F)F)C(=O)NCC2=CC=C(C=C2)C(F)(F)F)C=C(C=C1)CNC(C(C)C)=O